CN1N=C(C(=C1)C1=CC(=C(C=C1)NC1=CC=NC2=CC(=CC=C12)C)OC)C N-(4-(1,3-dimethyl-1H-pyrazol-4-yl)-2-methoxy-phenyl)-7-methylquinolin-4-amine